4-(4-amino-2-{4-[(2-fluoroacrylamido)]phenyl}-7-(3-methoxyprop-1-ynyl)-1-methylpyrrolo[3,2-c]pyridin-3-yl)-2-methoxy-N-(2,2,2-trifluoroethyl)benzamide NC1=NC=C(C2=C1C(=C(N2C)C2=CC=C(C=C2)NC(C(=C)F)=O)C2=CC(=C(C(=O)NCC(F)(F)F)C=C2)OC)C#CCOC